FC=1C=C(C(=O)O)C=CC1C1=NC=CC2=C1C=CO2 3-fluoro-4-(furo[3,2-c]pyridin-4-yl)benzoic acid